tert-butyl 8-[3-pyrimidin-5-yl-1-(2-trimethylsilylethoxymethyl)pyrrolo[2,3-b]pyridin-4-yl]-2,8-diazaspiro[4.5]decane-2-carboxylate N1=CN=CC(=C1)C1=CN(C2=NC=CC(=C21)N2CCC1(CCN(C1)C(=O)OC(C)(C)C)CC2)COCC[Si](C)(C)C